C(C)(C)(C)C1=CC=2C(=NC(=CN2)CN[C@@H](COC2=NC(=NC(=C2C)C2=C(C=CC=C2C)C)NS(=O)(=O)C=2C=C(C(=O)O)C=CC2)CC(C)(C)C)N1C 3-[[4-[(2R)-2-[(6-tert-butyl-5-methyl-pyrrolo[2,3-b]pyrazin-3-yl)methylamino]-4,4-dimethyl-pentoxy]-6-(2,6-dimethylphenyl)-5-methyl-pyrimidin-2-yl]sulfamoyl]benzoic acid